C(C1=CC=CC=C1)N(C1CCC(CC1)N1CC(N(C(C1)C)C(=O)[O-])C)CC1=CC=CC=C1 4-[4-(dibenzylamino)cyclohexyl]-2,6-dimethylpiperazine-1-carboxylate